C(#N)C1=C(C(=O)N[C@@H]2[C@@H](CN(CC2)C2=NC=C(C=C2)C=2C=3N(C=C(C2)OCC)N=C2C3C=NN2)O)C=CC=C1 2-cyano-N-((3R,4S)-1-(5-(6-ethoxy-1H-pyrazolo[3',4':3,4]pyrazolo[1,5-a]pyridin-4-yl)pyridin-2-yl)-3-hydroxypiperidin-4-yl)benzamide